C(C)(C)(C)P(C(C)(C)C)(C(C)(C)C)[Pd](Cl)Cl (tri-tert-butylphosphino)palladium dichloride